N-(3-phenylnaphthyl)-2-(3-chlorophenyl)-indole-13C C1(=CC=CC=C1)C=1C=C(C2=CC=CC=C2C1)N1[13C](=CC2=CC=CC=C12)C1=CC(=CC=C1)Cl